3-((3-((1-(Benzyloxycarbonyl)pyrrolidin-3-yl)oxy)-3-oxopropyl)amino)-7-bromo-benzo[e][1,2,4]triazine-1,4-dioxide C(C1=CC=CC=C1)OC(=O)N1CC(CC1)OC(CCNC=1N=[N+](C2=C([N+]1[O-])C=CC(=C2)Br)[O-])=O